COC=1C=C2C(=CC=NC2=CC1OC)OC1=CC=C(C=C1)N(C(=O)C1(CC1)C(=O)N)C1=CC=CC=C1 N-(4-((6,7-Dimethoxyquinolin-4-yl)oxy)phenyl)-N-phenylcyclopropane-1,1-dicarboxamide